tert-Butyl (2R,5R)-5-(methoxymethyl)-2-methylpiperazine-1-carboxylate COC[C@@H]1NC[C@H](N(C1)C(=O)OC(C)(C)C)C